5-methoxy-1-methylene-1,2,3,4-tetrahydronaphthalene COC1=C2CCCC(C2=CC=C1)=C